OCN1C(N(C(C1(C)C)=O)CO)=O 1,3-Bis(hydroxymethyl)-5,5-dimethyl-2,4-imidazolidinedione